(S)-5,6-difluoro-N-(8-fluoro-6-oxo-1,4,5,6-tetrahydro-2H-pyrano[3,4-c]isoquinolin-1-yl)-N-methyl-1H-indole-2-carboxamide FC=1C=C2C=C(NC2=CC1F)C(=O)N(C)[C@@H]1COCC=2NC(C=3C=C(C=CC3C21)F)=O